COC(=O)C1(COCC1)NC(=O)C=1N(N=C2C=CC(=CC12)OCC=1C=NC(=CC1)C)C methyl-3-(2-methyl-5-((6-methylpyridin-3-yl)methoxy)-2H-indazole-3-carboxamido)tetrahydrofuran-3-carboxylate